1-[3-(difluoromethoxy)phenyl]ethanone FC(OC=1C=C(C=CC1)C(C)=O)F